[Na+].[Na+].P([O-])(=O)(OP(=O)([O-])OP(=O)(O)O)OC[C@@H]1[C@H]([C@H]([C@@H](O1)N1C(=O)N=C(N)C=C1)O)O Cytidine-5'-triphosphate disodium salt